OC1=C(C2=COC=3C=C(C=C(C3C2=O)O)O)C=CC(=C1)O 2'-hydroxygenistein